NC1=CC=C(N=N1)C=1C=NC(=NC1)NCC1(CC(C1)F)C1=NC=CC=C1F [5-(6-aminopyridazin-3-yl)pyrimidin-2-yl]{[3-fluoro-1-(3-fluoro(2-pyridyl))cyclobutyl]methyl}amine